3a,4,5,9b-tetrahydro-5-(tetrahydro-2,5-dioxo-3-furyl)-naphtho[1,2-c]furan-1,3-dione O=C1OC(CC1C1CC2C(C(OC2=O)=O)C2=CC=CC=C12)=O